6-(3-cyclopropylphenoxy)-N-[2-(2,4-dichlorophenyl)-2-fluoro-ethyl]-2-methyl-furo[3,2-b]pyridine-7-carboxamide C1(CC1)C=1C=C(OC=2C(=C3C(=NC2)C=C(O3)C)C(=O)NCC(F)C3=C(C=C(C=C3)Cl)Cl)C=CC1